F[Sb-](F)(F)(F)(F)F.OC(COC1=CC=C(C=C1)[I+]C1=CC=CC=C1)CCCCCCCCCCCC [4-(2-hydroxytetradecyloxy)phenyl]phenyliodonium hexafluoroantimonate